NCC1=CC=C(C=C1)C=1N(C=C(N1)C(F)(F)F)C1CN(C1)C(C)=O 1-(3-(2-(4-(aminomethyl)phenyl)-4-(trifluoromethyl)-1H-imidazol-1-yl)azetidin-1-yl)ethan-1-one